TRANS-3-CHLOROCYCLOBUTANECARBOXYLIC ACID Cl[C@@H]1C[C@H](C1)C(=O)O